Tert-butyl-(S)-3-(4-(4-fluorophenyl)-1,2,3,4-tetrahydroquinoxaline-1-carboxamido)pyrrolidine C(C)(C)(C)N1C[C@H](CC1)NC(=O)N1CCN(C2=CC=CC=C12)C1=CC=C(C=C1)F